(S)-1-(1-(3-Chloropropionyl)pyrrolidin-3-yl)-3-((3,5-dimethoxyphenyl)ethynyl)-5-(methylamino)-1H-pyrazole-4-carboxamide ClCCC(=O)N1C[C@H](CC1)N1N=C(C(=C1NC)C(=O)N)C#CC1=CC(=CC(=C1)OC)OC